Benzyl 4-(6-((3-fluoro-5-(1-methyl-1H-pyrazol-4-yl)benzyl)carbamoyl)-7H-purin-8-yl)piperidine-1-carboxylate FC=1C=C(CNC(=O)C2=C3NC(=NC3=NC=N2)C2CCN(CC2)C(=O)OCC2=CC=CC=C2)C=C(C1)C=1C=NN(C1)C